O1[C@@H](COCC1)COC1=NC(N2C(C3=CC=C(C=C3CC2)CCCCO)=C1)=O 2-((S)-1-[1,4]Dioxan-2-ylmethoxy)-9-(4-hydroxy-butyl)-6,7-dihydro-pyrimido[6,1-a]isoquinolin-4-one